(E)-imino(pyridin-2-yl)(2-(3-(trifluoromethyl)pyridin-2-yl)vinyl)-λ6-sulfanone N=S(=O)(\C=C\C1=NC=CC=C1C(F)(F)F)C1=NC=CC=C1